[Sc].[Dy].[Zr].[Zn].[Gd].[Mg] magnesium-gadolinium-zinc-zirconium-dysprosium-scandium